C=1(CC=C(CC1)CC(=O)O)CC(=O)O 2,5-dihydrobenzene-1,4-diacetic acid